OC1(CCNCCC1)C(=O)C1=CC2=C(C=N1)C=NN2 (4-hydroxyazepan-4-yl)-(1H-pyrazolo[4,3-C]pyridin-6-yl)methanone